lithium carbamate phosphate P(=O)([O-])(O)O.C(N)(O)=O.[Li+]